1-(2-iodophenyl)-3-methyl-(R,R)-1,2-butanediol IC1=C(C=CC=C1)[C@H]([C@@H](C(C)C)O)O